(R)-N-((R)-2-((tert-butyldiphenylsilyl)oxy)-1-(1-cyanocyclopropyl)ethyl)-2-methylpropane-2-sulfinamide [Si](C1=CC=CC=C1)(C1=CC=CC=C1)(C(C)(C)C)OC[C@@H](C1(CC1)C#N)N[S@](=O)C(C)(C)C